C(C)(C)(C)C=1C=C(C=C(C1)C(C)(C)C)S(=O)(=O)[O-].[NH4+] ammonium 3,5-di-t-butylbenzenesulfonate